C(C)OC(C(CC1CCN(CC1)C(=O)OC(C)(C)C)(F)F)=O tert-butyl 4-(3-ethoxy-2,2-difluoro-3-oxo-propyl)piperidine-1-carboxylate